C[C@H]1N(C[C@@H](NC1)C1=CC=CC=C1)C1(CC1)C |r| rac-(2R,5S)-2-Methyl-1-(1-methylcyclopropyl)-5-phenyl-piperazine